CC1=CC=C2C(=N1)C1(CN2)CC1 5'-methyl-1',2'-dihydrospiro(cyclopropane-1,3'-pyrrolo[3,2-b]pyridine)